BrC1=CC=C(C=C1)[C@@H](C)O (R)-1-(4-bromophenyl)-ethanol